[N+](=O)([O-])C1=CC=C(C=C1)CC(=O)NC1=CC2=C(N=C(S2)NC(=O)C=2OC=CC2)C=C1 N-(6-(4-Nitrophenylacetamido)benzo[d]thiazol-2-yl)furan-2-carboxamide